FC(C=1C=C(C=NC1)CNC(=O)C=1N=NN(C1)CCCCN1N=NC(=C1)C(NCC=1C=NC=C(C1)C(F)(F)F)=O)(F)F N-{[5-(trifluoromethyl)pyridin-3-yl]methyl}-1-{4-[4-({[5-(trifluoromethyl)pyridin-3-yl]methyl}carbamoyl)-1H-1,2,3-triazol-1-yl]butyl}-1H-1,2,3-triazole-4-carboxamide